behenyl-propyl-dihydroxypropylamine C(CCCCCCCCCCCCCCCCCCCCC)N(CCC(O)O)CCC